tert-butyl 4-(4-ethynyl-1H-pyrazol-1-yl)piperidine-1-carboxylate C(#C)C=1C=NN(C1)C1CCN(CC1)C(=O)OC(C)(C)C